C(C)OC(C)N1N=CC(=C1)C=1C(=CC=2N(C1)N=C(N2)N)C 6-(1-(1-ethoxyethyl)-1H-pyrazol-4-yl)-7-methyl-[1,2,4]triazolo[1,5-a]pyridin-2-amine